N-[(4R)-4H,5H,6H,7H-pyrazolo[1,5-a]pyridin-4-yl]-7-[(1s,4s)-4-({4-bromo-2-cyanofuro[2,3-c]pyridin-5-yl}amino)cyclohexyl]-7-azabicyclo[2.2.1]heptane-2-carboxamide N1=CC=C2N1CCC[C@H]2NC(=O)C2C1CCC(C2)N1C1CCC(CC1)NC=1C(=C2C(=CN1)OC(=C2)C#N)Br